C[C@@H]1CNCCO1 (R)-2-methylmorpholin